N-(4-(2-(((1r,4r)-4-aminocyclohexyl)amino)quinazolin-6-yl)-2,3-difluorophenyl)-2-chlorobenzenesulfonamide NC1CCC(CC1)NC1=NC2=CC=C(C=C2C=N1)C1=C(C(=C(C=C1)NS(=O)(=O)C1=C(C=CC=C1)Cl)F)F